O1C(CCCC1)OC=1C=C2CCC=C(C2=CC1)C1=CC=C(C=C1)N1CCC2(CN(C2)C(=O)OC(C)(C)C)CC1 tert-butyl 7-(4-(6-((tetrahydro-2H-pyran-2-yl)oxy)-3,4-dihydronaphthalene-1-yl)phenyl)-2,7-diazaspiro[3.5]nonane-2-carboxylate